C(#N)C1(CC1)NC(=O)N1N=CC(=C1)C1=C2C(=NC=C1)NC(N2)=O N-(1-cyanocyclopropyl)-4-(2,3-dihydro-2-oxo-1H-imidazo[4,5-b]pyridin-7-yl)-1H-pyrazole-1-carboxamide